N,N'-diacetyl-1,6-hexanediamine C(C)(=O)NCCCCCCNC(C)=O